6-(4-((2-fluoro-5-(trifluoromethoxy)benzyl)carbamoyl)-1,5-dimethyl-1H-imidazol-2-yl)-N-methyl-1H-indazole-3-carboxamide FC1=C(CNC(=O)C=2N=C(N(C2C)C)C2=CC=C3C(=NNC3=C2)C(=O)NC)C=C(C=C1)OC(F)(F)F